3-[3-chloro-5-(trifluoromethyl)-5,6-dihydropyrrolo[2,3-c]pyridazin-7-yl]-1-methyl-cyclobutanol ClC1=CC2=C(N=N1)N(CC2C(F)(F)F)C2CC(C2)(O)C